CN1C(=NC=2C1=NC=CC2)C2=CC=C(C=C2)C2=CC(=C(C(=C2)N2C1=CC=CC=C1N(C=1C=CC=CC21)C)N2C1=CC=CC=C1N(C=1C=CC=CC21)C)C2=CC=C(C=C2)C2=NC=1C(=NC=CC1)N2C 10,10'-(4,4''-bis(3-methyl-3H-imidazo[4,5-b]pyridin-2-yl)-[1,1':3',1''-terphenyl]-4',5'-diyl)bis(5-methyl-5,10-dihydrophenazine)